5-bromo-3-isopropyl-1H-pyrrolo[3,2-b]pyridine-1-carboxylic acid tert-butyl ester C(C)(C)(C)OC(=O)N1C=C(C2=NC(=CC=C21)Br)C(C)C